C(C)(C1=CC=C(C=C1)O)C1=CC=C(C=C1)O 4,4'-(ethane-1,1-diyl)diphenol